C(CCC)OC=1C=C(C=CC1)C(CC\C=C/CC)O (Z)-1-(3-butoxyphenyl)hept-4-en-1-ol